(ADAMANTAN-1-YL)-2-((2-OXO-6-PHENYL-1,2-DIHYDROPYRIMIDIN-4-YL)OXY)ACETAMIDE C12(CC3CC(CC(C1)C3)C2)C(C(=O)N)OC2=NC(NC(=C2)C2=CC=CC=C2)=O